4-{5-[(3-bromobenzylidene)amino]-1,3,4-thiadiazol-2-yl}catechol BrC=1C=C(C=NC2=NN=C(S2)C=2C=C(C(O)=CC2)O)C=CC1